OC1CN(C1)C(=O)O[C@@H]1CC[C@H](CC1)C(N(CC12CCC(CC1)(CC2)C2=CC(=C(C=C2)OC)C)C2=NC=CC(=C2)C=2C=NN(C2)C2CCC2)=O 4-((4-(1-Cyclobutyl-1H-pyrazol-4-yl)pyridin-2-yl)((4-(4-methoxy-3-methylphenyl)bicyclo[2.2.2]octan-1-yl)methyl)carbamoyl)(trans-cyclohexyl) 3-hydroxyazetidine-1-carboxylate